BrC1=C(N=CC=2N=CC(NC21)=O)OC 8-bromo-7-methoxypyrido[3,4-b]pyrazin-2(1H)-one